4-(((trans)-4-(4-carbamoylphenyl)cyclohexyl)oxy)-1H-1,2,3-triazole-5-carboxylic acid C(N)(=O)C1=CC=C(C=C1)[C@@H]1CC[C@H](CC1)OC=1N=NNC1C(=O)O